C(C)S(=O)(=O)NC1=CC=C(C=C1)B(O)O 4-(ethylsulfonylamino)phenylboronic acid